2,2-dimethyl-3-decene CC(C)(C=CCCCCCC)C